NC1=CC(=C2O[C@@H](CCCC(C[C@](C3=NN=C(C1=N2)O3)(O)C(F)(F)F)O)C)C(F)(F)F (6R,12R)-17-amino-12-methyl-6,15-bis(trifluoromethyl)-13,19-dioxa-3,4,18-triazatricyclo[12.3.1.12,5]nonadeca-1(18),2,4,14,16-pentaene-6,8-diol